1-(5-(3-chlorophenyl)-3-hydroxy-4-methyl-picolinamido)cyclobutane-1-carboxylic acid methyl ester COC(=O)C1(CCC1)NC(C1=NC=C(C(=C1O)C)C1=CC(=CC=C1)Cl)=O